5-chloro-6-cyclopropyl-2H-pyrazolo[4,3-b]pyridine ClC=1C(=CC=2C(N1)=CNN2)C2CC2